N(=[N+]=[N-])[C@@H]1[C@H]([C@@H](SC2=CC(=C(C=C2)Cl)Cl)O[C@@H]([C@@H]1O)CO)OCC(F)(F)F 3,4-dichlorophenyl 3-azido-3-deoxy-2-O-(2,2,2-trifluoroethyl)-1-thio-α-D-galactopyranoside